N-isopropyl-N'-p-methylphenyl-p-phenylenediamine C(C)(C)NC1=CC=C(C=C1)NC1=CC=C(C=C1)C